Cis-butenedioic anhydride C1(\C=C/C(=O)O1)=O